FC1=CC=C(C=C1)N1C=C(C2=CC=CC=C12)C(C)C 1-(4-fluorophenyl)-3-propan-2-ylindol